FC1=C(C(=CC=C1)F)C1CC(=NO1)C1=CN=C(S1)C1CCN(CC1)C(CN1N=C(C=C1C)C(F)(F)F)=O 1-(4-{5-[5-(2,6-difluorophenyl)-4,5-dihydro-1,2-oxazol-3-yl]-1,3-thiazol-2-yl}piperidin-1-yl)-2-[5-methyl-3-(trifluoromethyl)-1H-pyrazol-1-yl]ethanone